R-camphor [C@]12(C(=O)CC(CC1)C2(C)C)C